CC(C)(C)OC(=O)NC1=CC=C(C=C1)C(C1=CC=C(C=C1)C)C1=CC=C(C=C1)N ({4-[(4-Aminophenyl)(4-methylphenyl)methyl]phenyl}amino)methanoic acid-2-methylpropan-2-yl ester